C(C=C)(=O)N1CCN(CC1)S(=O)(=O)N1CCC(CC1)CN1C=CC=CN=C1 7-((1-((4-acryloylpiperazin-1-yl)sulfonyl)piperidin-4-yl)methyl)-2,7-diazepine